(3-((4-cyano-3-fluorophenoxy) methyl)-1-((2,4-dichlorophenyl) sulfonyl) azetidin-3-yl) methylmethanesulfonate CCS(=O)(=O)OC1(CN(C1)S(=O)(=O)C1=C(C=C(C=C1)Cl)Cl)COC1=CC(=C(C=C1)C#N)F